(S)-N-(7-fluoro-2-methyl-2H-indazol-5-yl)-4-(3-(methylamino)pyrrolidin-1-yl)-2,3-dihydro-1H-pyrrolo[2,3-b]pyridine-1-carboxamide FC1=CC(=CC2=CN(N=C12)C)NC(=O)N1CCC=2C1=NC=CC2N2C[C@H](CC2)NC